2-chloro-4-{3-[1-(oxan-2-yl)-1H-pyrazol-4-yl]pyrrolidin-1-yl}pyrimidine ClC1=NC=CC(=N1)N1CC(CC1)C=1C=NN(C1)C1OCCCC1